C(C)(C)(C)[S@](=O)NC(C)C1=CC=NC2=C(C=C(C=C12)B(O)O)F (4-(1-(((S)-tert-butylsulfinyl)amino)ethyl)-8-fluoroquinolin-6-yl)boronic acid